(R)-4-(6-(3,3-difluoropyrrolidin-1-yl)-2-(1H-pyrrolo[2,3-b]pyridin-4-yl)pyrimidin-4-yl)-3-methylmorpholine FC1(CN(CC1)C1=CC(=NC(=N1)C1=C2C(=NC=C1)NC=C2)N2[C@@H](COCC2)C)F